O1C(COC2=C1C=CC=C2)C2=CC=C(CN1CC(CCC1)O)C=C2 1-[4-(2,3-dihydro-1,4-benzodioxin-2-yl)benzyl]piperidin-3-ol